C(C)(C)N1CCN(CC1)C1=CC=C(C=C1)C1=CC2=C(C(=N1)C)C=C(N2C)C2=CC(=CC=C2)S(=O)(=O)C 6-(4-(4-Isopropylpiperazin-1-yl)phenyl)-1,4-dimethyl-2-(3-(methylsulfonyl)phenyl)-1H-pyrrolo[3,2-c]pyridin